2-methyl-2-chloro-1-[4-(methylthio)phenyl]-1-propanone CC(C(=O)C1=CC=C(C=C1)SC)(C)Cl